(2S,3R)-2-(2-chlorophenyl)-1-{2-[4-(difluoromethoxy)benzenesulfonyl]-2H,4H,5H,6H-pyrrolo[3,4-c]pyrazol-5-yl}-3-hydroxybutan-1-one ClC1=C(C=CC=C1)[C@H](C(=O)N1CC2=NN(C=C2C1)S(=O)(=O)C1=CC=C(C=C1)OC(F)F)[C@@H](C)O